4-(7-bromoimidazo[1,2-a]pyridine-2-carbonyl)piperidine-1-carboxylic acid tert-butyl ester C(C)(C)(C)OC(=O)N1CCC(CC1)C(=O)C=1N=C2N(C=CC(=C2)Br)C1